6-methoxy-3,4-dihydro-2H-1-benzopyran-3-carboxylic acid COC=1C=CC2=C(CC(CO2)C(=O)O)C1